C(C)N(C1=NC(=CC=C1NC(CC1=CC(=CC(=C1)F)F)=O)NCC(C)C)CC N-(2-Diethylamino-6-isobutylamino-pyridin-3-yl)-2-(3,5-difluoro-phenyl)-acetamide